C(C)(C)N1C(=NC=C1C#C[Si](C)(C)C)C(C)=O 1-(1-isopropyl-5-((trimethylsilyl)ethynyl)-1H-imidazol-2-yl)ethan-1-one